4-nitrophthalic acid amide [N+](=O)([O-])C=1C=C(C(C(=O)N)=CC1)C(=O)O